3-(2-aminoethyl)phenol NCCC=1C=C(C=CC1)O